2-(4-fluoro-2-methylphenoxy)-N-(2-carbonyl-1,2-dihydropyridin-4-yl)-4-(trifluoromethyl)benzamide FC1=CC(=C(OC2=C(C(=O)NC3=CC(NC=C3)=C=O)C=CC(=C2)C(F)(F)F)C=C1)C